C(C)(C)(C)O[C@H](C(=O)O)C1=C(C2=C(N=C(S2)C=2C=C3C(=NN(C3=CC2)C)N2C[C@@H]3COCC(N3CC2)=O)C=C1C)C1=CC=C(C=C1)Cl (S)-2-(tert-butoxy)-2-(7-(4-chlorophenyl)-5-methyl-2-(1-methyl-3-((R)-4-oxohexahydropyrazino[2,1-c][1,4]oxazin-8(1H)-yl)-1H-indazol-5-yl)benzo[d]thiazol-6-yl)acetic acid